6-Hydroxy-2,2-dimethylhexanoic acid ethyl ester C(C)OC(C(CCCCO)(C)C)=O